2-((S)-1-[1,4]dioxan-2-ylmethoxy)-10-methoxy-1-methyl-9-(3-methyl-oxetan-3-ylmethoxy)-6,7-dihydro-pyrido[2,1-a]isoquinolin-4-one O1[C@@H](COCC1)COC=1C(=C2N(CCC3=CC(=C(C=C23)OC)OCC2(COC2)C)C(C1)=O)C